FC1=C(OC2=CC=NC3=CC(=C(C=C23)C)C(=O)NC)C=C(C(=C1)NC(=O)C=1C(=NC(=C(C1O)C1=C(C=C(C=C1)F)C)C)C)F 4-[2,5-difluoro-4-[[5-(4-fluoro-2-methylphenyl)-4-hydroxy-2,6-dimethylpyridine-3-carbonyl]amino]phenoxy]-N,6-dimethylquinoline-7-carboxamide